ClC1=C(C=C(C=C1)N(C(=O)C1N(NC(C1)=O)C1=NC(=CC(=N1)C)C(F)(F)F)C)C1CC1 N-(4-chloro-3-cyclopropylphenyl)-N-methyl-2-(4-methyl-6-(trifluoromethyl)pyrimidin-2-yl)-5-oxopyrazolidine-3-carboxamide